(trans)-2-(4-bromo-3-fluorophenyl)-4-((tert-butyldiphenylsilyl)oxy)pyrrolidine-1-carboxylic acid tert-butyl ester C(C)(C)(C)OC(=O)N1[C@H](C[C@@H](C1)O[Si](C1=CC=CC=C1)(C1=CC=CC=C1)C(C)(C)C)C1=CC(=C(C=C1)Br)F